4-[3,5-dimethoxy-4-[[4-[3-(pyrrolidin-3-ylmethyl)-3-azaspiro[5.5]undecan-9-yl]piperazin-1-yl]methyl]phenyl]-2-methyl-2,7-naphthyridin-1-one COC=1C=C(C=C(C1CN1CCN(CC1)C1CCC2(CCN(CC2)CC2CNCC2)CC1)OC)C1=CN(C(C2=CN=CC=C12)=O)C